3-(2,3-diaminobenzyl)-1-methoxy-1-methylurea NC1=C(CNC(N(C)OC)=O)C=CC=C1N